CC=1N=C(OC1N1[C@@H](CCC1)C#N)C1=CC=CC=C1 (S)-1-(4-methyl-2-phenyloxazol-5-yl)pyrrolidine-2-carbonitrile